N-(4-(4-amino-7-cyano-3-(4-((4-(difluoromethyl)-5-fluoropyrimidin-2-yl)oxy)-3-fluorophenyl)-1-methyl-1H-pyrrolo[3,2-c]pyridin-2-yl)phenyl)acrylamide NC1=NC=C(C2=C1C(=C(N2C)C2=CC=C(C=C2)NC(C=C)=O)C2=CC(=C(C=C2)OC2=NC=C(C(=N2)C(F)F)F)F)C#N